FC1(C(C1)COC1=CC=2N(C=C1C(=O)NC=1C(N(C=CC1)C(F)F)=O)C=C(N2)C21COC(C2)(C1)C)F 7-((2,2-Difluorocyclopropyl)methoxy)-N-(1-(difluoromethyl)-2-oxo-1,2-dihydropyridin-3-yl)-2-(1-methyl-2-oxabicyclo[2.1.1]hexan-4-yl)imidazo[1,2-a]pyridine-6-carboxamide